3-(2-(5-(3-bromobenzylidene)-3-phenyl-4-oxothiazolidin-2-ylidene)hydrazono)-5-chloro-1H-indol-2-one BrC=1C=C(C=C2C(N(C(S2)=NN=C2C(NC3=CC=C(C=C23)Cl)=O)C2=CC=CC=C2)=O)C=CC1